7-chloro-3-iodo-2,5-dimethylpyrazolo[1,5-a]pyrimidine ClC1=CC(=NC=2N1N=C(C2I)C)C